N1=C(C=CC=C1)SSC(CCC(=O)ON1C(CCC1=O)=O)C 2,5-dioxopyrrolidin-1-yl 4-(pyridin-2-yldisulfaneyl)pentanoate